C(#N)C1=CC(=C(C=C1)N1N=CC(=C1)N1CCN(CCC1=O)C(=O)OC(C)(C)C)OC=1N(N=C(C1)C1=CC=CC=C1)C tert-Butyl 4-[1-[4-cyano-2-(2-methyl-5-phenylpyrazol-3-yl)oxyphenyl]pyrazol-4-yl]-5-oxo-1,4-diazepane-1-carboxylate